C(C)OC(=O)C=1N=C(N2C1CN(CC2)CC2=CC=CC=C2)C2=CC(=CC=C2)C2=NOC(=C2)[C@]2(C(N(CC2)C)=O)O (R)-7-benzyl-3-(3-(5-(3-hydroxy-1-methyl-2-oxopyrrolidin-3-yl)isoxazol-3-yl)phenyl)-5,6,7,8-tetrahydroimidazo[1,5-a]pyrazine-1-carboxylic acid ethyl ester